C1NCCC2=CC=CC=C12 1,2,3,4-tetrahydro-isoquinolin